(3-(5-((3,5-dimethylphenoxy)methyl)-2-oxooxazolidin-3-yl)bicyclo[1.1.1]pent-1-yl)carbamic acid tert-butyl ester C(C)(C)(C)OC(NC12CC(C1)(C2)N2C(OC(C2)COC2=CC(=CC(=C2)C)C)=O)=O